N-[3-[5-(3-ethyl-4-pyridyl)-1H-pyrazolo[3,4-b]pyridine-3-carbonyl]-2,6-difluorophenyl]propane-1-sulfonamide C(C)C=1C=NC=CC1C=1C=C2C(=NC1)NN=C2C(=O)C=2C(=C(C(=CC2)F)NS(=O)(=O)CCC)F